O1C[C@@H](CC1)OS(=O)(=O)C1=CC=C(C=C1)C [(3R)-tetrahydrofuran-3-yl]-4-methylbenzenesulfonate